7-fluoro-N-methyl-N-(4'-(trifluoromethyl)-[1,1'-biphenyl]-3-yl)-8-(4-(trifluoromethyl)phenoxy)-[1,2,4]triazolo[4,3-a]quinazolin-5-amine FC=1C=C2C(=NC=3N(C2=CC1OC1=CC=C(C=C1)C(F)(F)F)C=NN3)N(C=3C=C(C=CC3)C3=CC=C(C=C3)C(F)(F)F)C